α-butylene oxide CCC1CO1